OCCN(C(CCCCCCC\C=C/CCCCCCCC)=O)CCO N,N-Bis-(2-hydroxyethyl)oleamide